6-(2,2-Dimethylazetidin-1-yl)-4-fluoro-N-(2-phenylphenyl)sulfonyl-benzofuran-2-carboxamide CC1(N(CC1)C1=CC2=C(C=C(O2)C(=O)NS(=O)(=O)C2=C(C=CC=C2)C2=CC=CC=C2)C(=C1)F)C